((1r,4r)-4-methoxycyclohexyl)-2-(methylsulfinyl)-6-(pyridin-4-yl)pyrimidin-4-Formamide COC1CCC(CC1)C=1C(=NC(=NC1C1=CC=NC=C1)S(=O)C)C(=O)N